ClC1=CC(=NC=C1C(F)(F)F)NC(=O)N1C2CCC1CC=1N=CN=CC12 (±)-N-(4-chloro-5-(trifluoromethyl)pyridin-2-yl)-6,7,8,9-tetrahydro-5H-5,8-epiminocyclohepta[d]pyrimidine-10-carboxamide